FC1=CC(=C(C=C1)C([C@H]1N(CCC1)C(=O)OC(C)(C)C)O)COS(=O)(=O)C (2S)-tert-butyl 2-((4-fluoro-2-(((methylsulfonyl)oxy)methyl)phenyl) (hydroxy)methyl)pyrrolidine-1-carboxylate